2-benzyl-4-methylphenyl 2-(4-methylpiperazin-1-yl)acetate CN1CCN(CC1)CC(=O)OC1=C(C=C(C=C1)C)CC1=CC=CC=C1